3-(5-(4-((((1r,4r)-4-aminocyclohexyl)methyl)(methyl)amino)piperidin-1-yl)pyridin-2-yl)piperidine-2,6-dione NC1CCC(CC1)CN(C1CCN(CC1)C=1C=CC(=NC1)C1C(NC(CC1)=O)=O)C